C(C)(C)(C)OC(=O)N([C@@H](C(=O)O)C(C)C)C(=O)OC (R)-2-[tert-butoxycarbonyl-(methoxycarbonyl)amino]-3-methylbutanoic acid